ClC=1C(=NC=C(C1)C(F)(F)F)N1CCN(CC1)C(=O)OC(C)(C)C tert-butyl 4-(3-chloro-5-(trifluoromethyl)pyridin-2-yl)piperazine-1-carboxylate